OC1(COC2=CC(=C(C=C2C1)NC(=O)C=1C=NN2C1N=CC=C2)N2CCOCC2)C N-(3-hydroxy-3-methyl-7-morpholino-chroman-6-yl)pyrazolo[1,5-a]pyrimidine-3-carboxamide